(R)-4-chloro-3-fluoro-N-methyl-N-(1-(1-oxo-1,2-dihydroisoquinolin-4-yl)ethyl)benzamide ClC1=C(C=C(C(=O)N([C@H](C)C2=CNC(C3=CC=CC=C23)=O)C)C=C1)F